C1=CC=CC=2C3=CC=CC=C3C(C12)OC(N(CCOCCN1N=C(C=C1CBr)CBr)C)=O (9H-fluoren-9-yl)methyl(2-(2-(3,5-bis(bromomethyl)-1H-pyrazol-1-yl)ethoxy)ethyl)carbamate